BrC=1C=C(C=C(C1)[N+](=O)[O-])C1=C(N(C=C1)S(=O)(=O)C1=CC=C(C)C=C1)C(O)C1=C(C=CC(=C1)F)Cl (3-(3-Bromo-5-nitrophenyl)-1-tosyl-1H-pyrrol-2-yl)(2-chloro-5-fluorophenyl)methanol